ClC1=C(C=C(C=C1)C1=NOC(=N1)C1[C@H]2CN([C@@H](C1)C2)C(CC2=NC=NN2C)=O)F 1-((1R,4S)-5-(3-(4-chloro-3-fluorophenyl)-1,2,4-oxadiazol-5-yl)-2-azabicyclo[2.2.1]heptan-2-yl)-2-(1-methyl-1H-1,2,4-triazol-5-yl)ethan-1-one